O([C@H]1[C@H](O)[C@@H](O)[C@H](O)[C@H](O1)CO)C1[C@H](O)[C@@H](O)[C@H](O)[C@H](O1)CO D-glucopyranosyl-(1→6) β-D-glucopyranoside